C(C)(C)(C)OC(=O)N1C(COCC1)CN 3-(aminomethyl)morpholine-4-carboxylic acid tert-butyl ester